Cl.Cl.N[C@H](CC1=C(C2=NC(=CC(=C2S1)NCC=1SC=CN1)Cl)C1CC1)CF 2-[(2R)-2-amino-3-fluoropropyl]-5-chloro-3-cyclopropyl-N-[(1,3-thiazol-2-yl)methyl]thieno[3,2-b]pyridin-7-amine dihydrochloride